NC1=C(C=C(C(=O)NC=2C(N(C=CC2)C2(CC2)C(N[C@@H]2[C@H](OC(C2)=O)OCC)=O)=O)C=C1)Cl 4-amino-3-chloro-N-(1-(1-(((2S,3S)-2-ethoxy-5-oxotetrahydrofuran-3-yl)carbamoyl)cyclopropyl)-2-oxo-1,2-dihydropyridin-3-yl)benzamide